ethyl 6,7-dihydro-4H-pyrazolo[5,1-c][1,4]thiazine-2-carboxylate N1=C(C=C2CSCCN21)C(=O)OCC